2-(6-(((1S,2S,3R,5R)-2-fluoro-9-azabicyclo[3.3.1]nonan-3-yl)oxy)pyridazin-3-yl)-5-(1H-imidazol-1-yl)phenol F[C@H]1[C@@H]2CCC[C@H](C[C@H]1OC1=CC=C(N=N1)C1=C(C=C(C=C1)N1C=NC=C1)O)N2